2-ethylbutyl ((((2R,3S,4R,5R)-5-(4-aminopyrrolo[2,1-f][1,2,4]triazin-7-yl)-5-cyano-3,4-dihydroxytetrahydrofuran-2-yl)methoxy)(phenoxy)phosphoryl)-L-alaninate NC1=NC=NN2C1=CC=C2[C@]2([C@@H]([C@@H]([C@H](O2)COP(=O)(OC2=CC=CC=C2)N[C@@H](C)C(=O)OCC(CC)CC)O)O)C#N